6,6'-((2-(Dihexylamino)ethyl)azetidinediyl)bis(N,N-didecylhexanamide) C(CCCCC)N(CCC1(N(CC1)CCCCCC(=O)N(CCCCCCCCCC)CCCCCCCCCC)CCCCCC(=O)N(CCCCCCCCCC)CCCCCCCCCC)CCCCCC